[C@@H]12N[C@@H]([C@@H](CC1)C2)C(=O)N2CCC(CC2)C(=O)C2=CN(C1=CN=CC=C12)C1=C(C=C(C=C1)F)C(=O)N1[C@@H](CCC[C@@H]1C)C (1-((1R,3S,4S)-2-Azabicyclo[2.2.1]heptane-3-carbonyl)piperidin-4-yl)(1-(2-((2R,6S)-2,6-dimethylpiperidine-1-carbonyl)-4-fluorophenyl)-1H-pyrrolo[2,3-c]pyridin-3-yl)methanone